ClCC=1N=NN(N1)C 5-(chloromethyl)-2-methyl-2H-tetrazole